2-(6-((R)-3-aminopyrrolidin-1-yl)pyridin-2-yl)-4-(2-fluoro-6-methylphenyl)-2,3-dihydro-1H-pyrrolo[3,4-c]pyridin-1-one N[C@H]1CN(CC1)C1=CC=CC(=N1)N1CC=2C(=NC=CC2C1=O)C1=C(C=CC=C1C)F